ethyl (2Z,6E,10E)-2-fluoro-3,7,11,15-tetramethylhexadeca-2,6,10,14-tetraenoate F\C(\C(=O)OCC)=C(/CC\C=C(\CC\C=C(\CCC=C(C)C)/C)/C)\C